tert-Butyl N-[[8-[3-(3-amino-2-methyl-phenyl)phenyl]-4-oxo-pyrido[1,2-a]pyrimidin-3-yl]methyl]-N-(2-hydroxyethyl)carbamate NC=1C(=C(C=CC1)C=1C=C(C=CC1)C1=CC=2N(C(C(=CN2)CN(C(OC(C)(C)C)=O)CCO)=O)C=C1)C